FC(C(=O)O)(F)F.N[C@@H]1[C@@H](COC1)NC=1N=CC2=C(N1)C(=NC(=C2)C2=C(C(=CC(=C2Cl)OC)OC)Cl)NC N2-((3S,4R)-4-aminotetrahydrofuran-3-yl)-6-(2,6-dichloro-3,5-dimethoxyphenyl)-N8-methylpyrido[3,4-d]pyrimidine-2,8-diamine trifluoroacetate